1-methyl-2,3-dioxo-2,3-dihydro-1H-indole-5-carbonitrile CN1C(C(C2=CC(=CC=C12)C#N)=O)=O